4-acetyl-6-tert-butyl-1,1-dimethylindane C(C)(=O)C1=C2CCC(C2=CC(=C1)C(C)(C)C)(C)C